CS(=O)(=O)C=1C=C(C=CC1)C1=CC=NC=C1 4-(3-Methanesulfonylphenyl)pyridine